Di-ethyl carbonate C(OCC)(OCC)=O